2,2'-dimethylspiro[4,5-dihydrothieno[2,3-c]pyran-7,4'-piperidine] CC1=CC2=C(S1)C1(CC(NCC1)C)OCC2